C[C@@H]1[C@H](O1)C2=CC=CC=C2 (1R,2R)-(+)-1-phenylpropylene oxide